2'-chloro-N-(6-(1,4-dimethyl-1H-1,2,3-triazol-5-yl)-5-fluorothiazolo[4,5-b]pyridin-2-yl)-5-methoxy-6-methyl-[4,4'-bipyridine]-3-carboxamide ClC1=NC=CC(=C1)C1=C(C=NC(=C1OC)C)C(=O)NC=1SC=2C(=NC(=C(C2)C2=C(N=NN2C)C)F)N1